tert-butyl 3-(4-{[(4,5-difluoro-1H-benzimidazol-2-yl)methyl]amino}-8-methylpyrazolo[1,5-a][1,3,5]triazin-2-yl)-3,8-diazabicyclo[3.2.1]octane-8-carboxylate FC1=C(C=CC=2NC(=NC21)CNC2=NC(=NC=1N2N=CC1C)N1CC2CCC(C1)N2C(=O)OC(C)(C)C)F